bromonorbornane BrC12CCC(CC1)C2